N[C@@H](CCC1=NC(=NC(=C1)C1=C(C=CC=C1C)C)NS(=O)(=O)C=1C=C(C(=O)O)C=CC1)CC(C)C 3-[[4-[(3S)-3-amino-5-methyl-hexyl]-6-(2,6-dimethylphenyl)pyrimidin-2-yl]sulfamoyl]benzoic acid